diethyl-dithiocarbamate C(C)N(C([S-])=S)CC